C(C=1C(C(=O)OCCCCCCCCCCCCC)=CC(C(=O)OCCCCCCCCCCCCC)=CC1)(=O)OCCCCCCCCCCCCC tritridecyl trimellitate